3-Bromo-N-[4-chloro-2-methyl-6-[(methylamino)thioxomethyl]phenyl]-1-(3-chloro-2-pyridinyl)-1H-pyrazole-5-carboxamide BrC1=NN(C(=C1)C(=O)NC1=C(C=C(C=C1C(=S)NC)Cl)C)C1=NC=CC=C1Cl